(3-Chloro-4-fluorophenyl)-1-(1-methyl-1H-pyrazol-4-yl)-1-((4,5,6,7-tetrahydro-1H-indazol-3-yl)methyl)urea ClC=1C=C(C=CC1F)NC(N(CC1=NNC=2CCCCC12)C=1C=NN(C1)C)=O